C(C)(C)(C)N1CCN(CC1)C=1C=C(C=CC1)C=1C(=C(C(N(C1)C)=O)C1=CC(=C(C=C1)N1C(N(C=C1)C)=O)Cl)OC 5-(3-(4-(tert-Butyl)piperazin-1-yl)phenyl)-3-(3-chloro-4-(3-methyl-2-oxo-2,3-dihydro-1H-imidazol-1-yl)phenyl)-4-methoxy-1-methylpyridin-2(1H)-one